(S)-6-methyl-5-(methyl-(pyrrolidin-3-yl)amino)-N-(thiazol-4-yl)pyridine-2-sulfonamide formate salt C(=O)O.CC1=C(C=CC(=N1)S(=O)(=O)NC=1N=CSC1)N([C@@H]1CNCC1)C